bis(3-methyl-2-amino-benzoyl)ethylenediamine CC=1C(=C(C(=O)NCCNC(C2=C(C(=CC=C2)C)N)=O)C=CC1)N